(9S,13S)-10-fluoro-3,9-dimethyl-8-oxo-3,4,7,15-tetraazatricyclo[12.3.1.02,6]Octadecan FC1[C@H](C(NC2CNN(C2C2CCNC(CCC1)C2)C)=O)C